C(C)(C)(C)NC(=O)NC=1C=C2C=CC(=NC2=CC1)C1=CC=C(C=C1)C#N 1-(tert-butyl)-3-(2-(4-cyanophenyl)quinolin-6-yl)urea